3-(7-(4-(3-(((1r,4r)-4-(4-bromo-3-(trifluoromethyl)phenoxy)cyclohexyl)oxy)propyl)piperazin-1-yl)-1-methyl-1H-indazol-3-yl)piperidine-2,6-dione BrC1=C(C=C(OC2CCC(CC2)OCCCN2CCN(CC2)C=2C=CC=C3C(=NN(C23)C)C2C(NC(CC2)=O)=O)C=C1)C(F)(F)F